1-(3-(4-Cyclohexylpiperazine-2-carbonyl)-4-fluorobenzyl)-5-fluoroquinazoline-2,4(1H,3H)-dione C1(CCCCC1)N1CC(NCC1)C(=O)C=1C=C(CN2C(NC(C3=C(C=CC=C23)F)=O)=O)C=CC1F